Cl.C[C@H]1NC[C@H](C1)COC1=CC=C(C=C1)S(=O)(=O)CCCS(=O)(=O)C (2R,4S)-2-methyl-4-((4-((3-(methylsulfonyl)propyl)sulfonyl)phenoxy)methyl)pyrrolidine HCl salt